2,4-bis(dimethylamino)pyrimidine-6-carboxylic acid CN(C1=NC(=CC(=N1)N(C)C)C(=O)O)C